(R)-2-((4-nitrophenethyl)amino)-1-phenylethan-1-ol [N+](=O)([O-])C1=CC=C(CCNC[C@H](O)C2=CC=CC=C2)C=C1